(4-phenyl-6-phenylamino-[1,3,5]triazin-2-ylamino)-piperidine-1-carboxylic acid tert-butyl ester C(C)(C)(C)OC(=O)N1C(CCCC1)NC1=NC(=NC(=N1)C1=CC=CC=C1)NC1=CC=CC=C1